S1CC(C1)SC 3-thietanylthio-methane